O[C@H](CCN(C(=O)C=1C=C2N=C(C=NC2=CC1)C=1C=C2C=CN(C(C2=CC1)=O)C)C)C N-((3S)-3-hydroxybutyl)-N-methyl-3-(2-methyl-1-oxo-1,2-dihydro-6-isoquinolinyl)-6-quinoxalinecarboxamide